benzyl (3S,5S)-3-amino-5-fluoro-piperidine-1-carboxylate hydrochloride Cl.N[C@@H]1CN(C[C@H](C1)F)C(=O)OCC1=CC=CC=C1